N1(CCC1)C[C@H](C(C)C)N(C(C1=CC=C(C=C1)Cl)=O)CC (S)-N-(1-(Azetidin-1-yl)-3-methylbutan-2-yl)-4-chloro-N-ethylbenzamide